DIANTIPYRYLMETHANE CC1=C(C(=O)N(N1C)C2=CC=CC=C2)CC3=C(N(N(C3=O)C4=CC=CC=C4)C)C